phenyl-tetrafluorothianthrene C1(=CC=CC=C1)C1=C2SC=3C(=C(C(=C(C3SC2=CC=C1)F)F)F)F